1-[3-(2,5-diaminophenyl)propyl]-1-methylpiperidinium NC1=C(C=C(C=C1)N)CCC[N+]1(CCCCC1)C